3-[3-fluoro-4-(pyrimidin-2-yloxy)phenyl]-1-(4-methoxycyclohexanecarbonyl)urea FC=1C=C(C=CC1OC1=NC=CC=N1)NC(NC(=O)C1CCC(CC1)OC)=O